N-((4-((5-(4-(aminomethyl)-4-methylpiperidin-1-yl)pyrazin-2-yl)thio)-3-chloropyridin-2-yl)carbamoyl)benzenesulfonamide NCC1(CCN(CC1)C=1N=CC(=NC1)SC1=C(C(=NC=C1)NC(=O)NS(=O)(=O)C1=CC=CC=C1)Cl)C